C1(CCCC1)N1C(C=CC(=C1)C1=NC(=NC=C1F)NC1=NC=C(C=C1)N1CCNCC1)=O 1-cyclopentyl-5-(2-(5-(piperazin-1-yl)pyridin-2-yl)amino-5-fluoropyrimidin-4-yl)-pyridin-2(1H)-one